5-(3,4-dichlorophenyl)-5-methylimidazole-2,4-dione ClC=1C=C(C=CC1Cl)C1(C(NC(N1)=O)=O)C